monohydroxyboric acid OOB(O)O